CN(C(OC(C)(C)C)=O)CC1=NC(=CC=C1)N1[C@H]2[C@@](C3=C1N=C(N=C3)NC3=CC=C(C=C3)N3CCOCC3)(COCC2)C |r| rac-tert-butyl methyl((6-((4bR,8aR)-4b-methyl-2-((4-morpholinophenyl)amino)-4b,7,8,8a-tetrahydropyrano[3',4':4,5]pyrrolo[2,3-d]pyrimidin-9(5H)-yl)pyridin-2-yl)methyl)carbamate